1-(cyclobutylmethyl)-3-cyclopropyl-4-(trifluoromethyl)-1H-pyrazole C1(CCC1)CN1N=C(C(=C1)C(F)(F)F)C1CC1